N-[3-chloro-4-[4-(piperazine-1-carbonyl)piperidine-1-carbonyl]phenyl]-5-[2,3-difluoro-4-[1-(2-methoxyethyl)-5-methyl-pyrazol-4-yl]phenyl]-1-methyl-imidazole-2-carboxamide ClC=1C=C(C=CC1C(=O)N1CCC(CC1)C(=O)N1CCNCC1)NC(=O)C=1N(C(=CN1)C1=C(C(=C(C=C1)C=1C=NN(C1C)CCOC)F)F)C